ClCC(=O)NCC(C=1SC=CC1)O 2-chloro-N-(2-hydroxy-2-(thien-2-yl)ethyl)acetamide